(R)-2-amino-3-phenyl-N-(2-methyl-4-bromophenyl)-propionamide N[C@@H](C(=O)NC1=C(C=C(C=C1)Br)C)CC1=CC=CC=C1